tert-butyl ((R)-1-((S)-2-(((3-chloro-1H-indol-5-yl)methyl)carbamoyl)azetidin-1-yl)-6-morpholino-1-oxohexan-2-yl)carbamate ClC1=CNC2=CC=C(C=C12)CNC(=O)[C@H]1N(CC1)C([C@@H](CCCCN1CCOCC1)NC(OC(C)(C)C)=O)=O